(R)-5-methyl-2-(4-((1-methylpiperidin-3-yl)amino)phthalazin-1-yl)pyridin CC=1C=CC(=NC1)C1=NN=C(C2=CC=CC=C12)N[C@H]1CN(CCC1)C